FC(C=1C=C(CN2C=C(C=3C2=NC=CC3)/C=C(/C(=O)OCOC(=O)OC)\C#N)C=C(C1)C(F)(F)F)(F)F ((Methoxycarbonyl)oxy)methyl (E)-3-(1-(3,5-bis(trifluoromethyl)benzyl)-1H-pyrrolo[2,3-b]pyridin-3-yl)-2-cyanoacrylate